1-[6-[(3,4-dimethylpyrimido[4',5':4,5]thieno[2,3-c]pyridazin-8-yl)amino]-2-azaspiro[3.3]heptan-2-yl]hexan-1-one CC1=C(C2=C(N=N1)SC1=C2N=CN=C1NC1CC2(CN(C2)C(CCCCC)=O)C1)C